(R)-3-((4-(1-(4-(2,4-dioxotetrahydropyrimidin-1(2H)-yl)benzyl)piperidin-4-yl)phenyl)amino)-5-(3-(3-methyl-2-oxoimidazolin-1-yl)piperidin-1-yl)pyrazine-2-carboxamide O=C1N(CCC(N1)=O)C1=CC=C(CN2CCC(CC2)C2=CC=C(C=C2)NC=2C(=NC=C(N2)N2C[C@@H](CCC2)N2C(N(CC2)C)=O)C(=O)N)C=C1